C(C)N1C=C(C2=C(C=CC=C12)CC1=CC=C(C=C1)C(F)(F)F)C(=O)NC1CCC(CC1)CC(=O)O 2-[(1r,4r)-4-[[1-ethyl-4-[[4-(trifluoromethyl)phenyl]methyl]indole-3-carbonyl]amino]cyclohexyl]acetic acid